BrC=1C(=NNC1C)C 4-Bromo-3,5-dimethyl-1H-pyrazole